C(C1=CC=CC=C1)N1CCC(CC1)C=O 1-benzyl-4-formylpiperidine